COC=1C=C(C=CC1)C1=CC=C(N=N1)C1=CC=CC=2OC3=CC=CC=C3NC12 (6-(3-methoxyphenyl)pyridazine-3-yl)-10H-phenoxazine